ClC=1C=C(C(=C(C1)O)C=1C=2N(C(=NN1)N[C@H]1CN(CCC1)CC)N=C(C2)C)F 5-chloro-2-(7-{[(3R)-1-ethylpiperidin-3-yl]amino}-2-methylpyrazolo[1,5-d][1,2,4]triazin-4-yl)-3-fluorophenol